N-(2-(5-hydroxy-2-butyl-1H-indol-3-yl)ethyl)acetamide OC=1C=C2C(=C(NC2=CC1)CCCC)CCNC(C)=O